COC=1C=C2C(C=C(O2)C=2N=C3SC(=NN3C2)OC)=C(C1)O 6-Methoxy-2-(2-methoxyimidazo[2,1-b][1,3,4]thiadiazol-6-yl)benzofuran-4-ol